C(#N)C1(CC1)NS(=O)(=O)C=1C=C(C=2N(C1)C(=NC2)C=2SC(=NN2)C(F)F)N2CCC(CC2)CO N-(1-cyanocyclopropyl)-3-(5-(difluoromethyl)-1,3,4-thiadiazol-2-yl)-8-(4-(hydroxymethyl)piperidin-1-yl)imidazo[1,5-a]pyridine-6-sulfonamide